ClC1=C(C=C(C=C1)F)C1NC(C2=CC(=CC(=C12)NC(C1=CC(=CC(=C1)C(F)(F)F)F)=O)C(=C)OCC)=O N-(3-(2-chloro-5-fluorophenyl)-6-(1-ethoxyvinyl)-1-oxoisoindolin-4-yl)-3-fluoro-5-(trifluoromethyl)benzamide